C1=NC=CC2=CC=C(C=C12)C1CCN(CC1)C1=C(C(N(C2=CC=CC=C12)C)=O)C#N 4-[4-(isoquinolin-7-yl)piperidin-1-yl]-1-methyl-2-oxo-1,2-dihydroquinoline-3-carbonitrile